1-(pyridin-2-ylmethyl)pyrrolidine-3-carboxylic acid hydrazide N1=C(C=CC=C1)CN1CC(CC1)C(=O)NN